CC1N(CCNC1)C(=O)O.C(#N)C=1C=C(C(=NC1)[C@@H](C)NC([C@H](C)C=1C(NC2=CC=C(C(=C2C1C)F)F)=O)=O)F |o1:22| rel-(2R*)-N-[(1R)-1-(5-cyano-3-fluoropyridin-2-yl)ethyl]-2-(5,6-difluoro-4-methyl-2-oxo-1H-quinolin-3-yl)propanamide 2-methylpiperazine-1-carboxylate